ClC=1C=2C(C3=NC(=CC(=C3OC2C=CC1)C1=CC=C(C=C1)N1CCN(CC1)CC1CCN(CC1)C1=CC(=C2CN(C(C2=C1)=O)C1C(NC(CC1)=O)=O)OC)NCC)=O 3-(6-(4-((4-(4-(9-chloro-2-ethylamino-10-oxo-10H-chromeno[3,2-b]pyridin-4-yl)phenyl)piperazin-1-yl)methyl)piperidin-1-yl)-4-methoxy-1-oxoisoindolin-2-yl)piperidine-2,6-dione